O[C@@H]1C[C@H](C1)NC1=NC(=NC=C1C(=O)O)SC ((trans-3-hydroxycyclobutyl)amino)-2-(methylthio)pyrimidine-5-carboxylic acid